5-Mercapto-1H-1,2,3-triazole Sodium Salt [Na].SC1=CN=NN1